NC1=NC(=C(C=C1N1N=C(C=C1)C(=O)OCC)C=1C=C2C(=NC=NC2=CC1)C)C1=CC=C(C=C1)F ethyl 1-(2-amino-6-(4-fluorophenyl)-5-(4-methyl-quinazolin-6-yl) pyridin-3-yl)-1H-pyrazole-3-carboxylate